5-amino-1-(p-fluorophenyl)-1H-imidazole-4-carboxylic acid ethyl ester C(C)OC(=O)C=1N=CN(C1N)C1=CC=C(C=C1)F